CNC1(C(=CC=CC1)C1=CC=CC=C1)[Pd+] (2-methylamino-1,1-biphenyl-2-yl)palladium(ii)